N-[(2R)-2-[[(2S)-2-amino-5-guanidino-pentanoyl]amino]propyl]-4-[[3-(2,3-difluoro-4-methoxyphenyl)imidazo[1,2-a]pyrazin-8-yl]amino]-2-ethyl-benzamide formate C(=O)O.N[C@H](C(=O)N[C@@H](CNC(C1=C(C=C(C=C1)NC=1C=2N(C=CN1)C(=CN2)C2=C(C(=C(C=C2)OC)F)F)CC)=O)C)CCCNC(=N)N